beta-hydroxybutyrate lithium salt [Li+].OC(CC(=O)[O-])C